O=C1NC(CCC1N1C(C2=CC=CC(=C2C1=O)NCC1=CC=C(C=C1)CN1CCC(CC1)(C(F)(F)F)O)=O)=O 2-(2,6-dioxopiperidin-3-yl)-4-(4-((4-hydroxy-4-(trifluoromethyl)piperidin-1-yl)methyl)benzylamino)isoindoline-1,3-dione